ClC=1N=C(C2=C(N1)SC(=N2)C2=CC=NN2C2OCCCC2)N2[C@H](COCC2)C (3S)-4-(5-chloro-2-(1-(tetrahydro-2H-pyran-2-yl)-1H-pyrazol-5-yl)thiazolo[5,4-d]pyrimidin-7-yl)-3-methylmorpholine